3-(5-(3-(5-Benzyl-4H-1,2,4-triazol-3-yl)phenoxy)-1H-indol-4-yl)-N-(methylsulfonyl)propanamide C(C1=CC=CC=C1)C=1NC(=NN1)C=1C=C(OC=2C(=C3C=CNC3=CC2)CCC(=O)NS(=O)(=O)C)C=CC1